(2R)-2-hydroxy-3-[4-[[(2'S,7R)-3-(hydroxymethyl)-2'-methyl-2-(trifluoromethyl)spiro[4,5-dihydrothieno[2,3-c]pyran-7,4'-piperidine]-1'-yl]methyl]pyrazol-1-yl]propanamide O[C@@H](C(=O)N)CN1N=CC(=C1)CN1[C@H](C[C@@]2(CC1)OCCC1=C2SC(=C1CO)C(F)(F)F)C